7-chloro-3-tetrahydropyran-3-yl-4,9-dihydro-1H-pyrrolo[3,2-h][2,1,3]benzothiadiazine 2,2-dioxide ClC1=CNC2=C1C=CC=1CN(S(NC12)(=O)=O)C1COCCC1